C(C)C1=NC2=CC=C(C(=C2NC1=O)F)CN1CCN(CC1)C=1C=CC(=NC1)C(=O)NC 5-[4-[(2-Ethyl-5-fluoro-3-oxo-4H-quinoxalin-6-yl)methyl]piperazin-1-yl]-N-methyl-pyridine-2-carboxamide